(2S,4R)-4-(cyclopropylsulfonyl)-1-((9,9-difluoro-9H-fluorene-3-carbonyl)glycyl)pyrrolidine-2-carboxylic acid C1(CC1)S(=O)(=O)[C@@H]1C[C@H](N(C1)C(CNC(=O)C=1C=CC=2C(C3=CC=CC=C3C2C1)(F)F)=O)C(=O)O